N-(2-fluoropyridin-4-yl)-5-(2-(((2R,3as,5S,6as)-hexahydro-2,5-methanopentalen-3a(1H)-yl)amino)-2-oxoacetyl)-1,2,4-trimethyl-1H-pyrrole-3-carboxamide FC1=NC=CC(=C1)NC(=O)C1=C(N(C(=C1C)C(C(=O)NC12C[C@H]3CC2C[C@@H](C1)C3)=O)C)C